trans-tert-Butyl 3-(5-bromopentanamido)-4-methylpiperidine-1-carboxylate BrCCCCC(=O)N[C@@H]1CN(CC[C@H]1C)C(=O)OC(C)(C)C